N1(CCCCC1)B(N1C(C(CCC1)Br)(C)Br)C1NCCCC1 (piperidino)dibromo-2-piperidyl-2-methyl-piperidyl-borane